ClC1=C(C(=CC=C1)F)C1=C(C(=NC(=N1)NC1=CC(=C(C=C1)C1CCN(CC1)C)C)OC)C(=O)N (2-chloro-6-fluorophenyl)-4-methoxy-2-((3-methyl-4-(1-methylpiperidin-4-yl)phenyl)amino)pyrimidine-5-carboxamide